rac-(2-(((2R,3S,4R,5R)-5-(6-chloro-4-(cyclopentylamino)-1H-pyrazolo[3,4-d]pyrimidin-1-yl)-3,4-dihydroxytetrahydrofuran-2-yl)methoxy)-1-ethoxy-3-hydroxy-1-oxopropan-2-yl)phosphonic acid ClC1=NC(=C2C(=N1)N(N=C2)[C@H]2[C@@H]([C@@H]([C@H](O2)CO[C@](C(=O)OCC)(CO)P(O)(O)=O)O)O)NC2CCCC2 |&1:17|